(2S,3R,4S,5S,6R)-6-(4-nitrophenoxy)-3,4,5-tris((trimethylsilyl)oxy)tetrahydro-2H-pyran-2-carbaldehyde [N+](=O)([O-])C1=CC=C(O[C@@H]2[C@H]([C@H]([C@@H]([C@H](O2)C=O)O[Si](C)(C)C)O[Si](C)(C)C)O[Si](C)(C)C)C=C1